BrC=1C=C(C=C2C(N(C(=NC12)N1CC2=CC=C(C=C2C1)Cl)C)=O)C 8-bromo-2-(5-chloro-1,3-dihydroisoindol-2-yl)-3,6-dimethylquinazolin-4-one